ClC=1C=C(OC2=CC=NC3=CC(=C(C=C23)C(=O)N)OC)C=CC1NC(NC1CC1)=O (4-[3-chloro-4-(cyclopropylcarbamoylamino)phenoxy])-7-methoxy-quinoline-6-carboxamide